tert-butyl ((2,5-bis(benzyloxy)phenyl)(3-(1-(3-(((tert-butoxycarbonyl)amino)methyl)phenyl)-3-(trifluoromethyl)-1H-pyrazole-5-carboxamido)phenyl) methyl)(cyclopropylmethyl)carbamate C(C1=CC=CC=C1)OC1=C(C=C(C=C1)OCC1=CC=CC=C1)C(C1=CC(=CC=C1)NC(=O)C1=CC(=NN1C1=CC(=CC=C1)CNC(=O)OC(C)(C)C)C(F)(F)F)N(C(OC(C)(C)C)=O)CC1CC1